1,2,6-trihydroxy-hexane OCC(CCCCO)O